COS(=O)(=O)[O-].C(CCC)N1C=[N+](C=C1)CCCC 1,3-Dibutylimidazolium methylsulfat